2-(2-{[2-(5-benzyl-1H-imidazol-2-yl)ethyl]amino}ethyl)-N-[(3-fluoropyridin-2-yl)methyl]-[1,3]oxazolo[4,5-c]pyridin-4-amine C(C1=CC=CC=C1)C1=CN=C(N1)CCNCCC=1OC2=C(C(=NC=C2)NCC2=NC=CC=C2F)N1